3-(1-methylpiperidin-4-yl)quinazolin-4(3H)-one CN1CCC(CC1)N1C=NC2=CC=CC=C2C1=O